FC1=C(C=C2C=CC=NC2=C1)S(=O)(=O)N1CCC2(CCC(C2)N2CCOCC2)CC1 4-(8-((7-fluoroquinolin-6-yl)sulfonyl)-8-azaspiro[4.5]dec-2-yl)morpholine